(4-chloro-2-fluoro-3-{6-oxo-4-[5-(trifluoromethyl)pyridin-3-yl]-1,6-dihydropyrimidin-2-yl}benzyl)isobutyramide ClC1=C(C(=C(CC(C(=O)N)(C)C)C=C1)F)C=1NC(C=C(N1)C=1C=NC=C(C1)C(F)(F)F)=O